N[C@@H](CC(O)=O)C(=O)N1[C@@H](CCC1)C(=O)N[C@@H](C(C)C)C(=O)NCCCN(C(CO)=O)[C@H](C(C)(C)C)C=1N(C=C(C1)C1=C(C=CC(=C1)F)F)CC1=CC=CC=C1 L-alpha-aspartyl-L-prolyl-N-{3-[{(1R)-1-[1-benzyl-4-(2,5-difluorophenyl)-1H-pyrrol-2-yl]-2,2-dimethylpropyl}(hydroxyacetyl)amino]propyl}-L-valinamide